4-(4-methyltriazol-1-yl)benzoyl chloride CC=1N=NN(C1)C1=CC=C(C(=O)Cl)C=C1